2-chloro-N-((S)-1-(5-(3,5-dimethylisoxazol-4-yl)-1-((trans)-4-methoxycyclohexyl)-1H-benzo[d]imidazol-2-yl)-2-hydroxyethyl)acetamide ClCC(=O)N[C@H](CO)C1=NC2=C(N1[C@@H]1CC[C@H](CC1)OC)C=CC(=C2)C=2C(=NOC2C)C